6-Chloro-4-((4-methoxy-3-methylpyrazolo[1,5-c]pyrimidin-5-yl)amino)-N-(methyl-d3)nicotinamide ClC1=NC=C(C(=O)NC([2H])([2H])[2H])C(=C1)NC1=C(C=2N(C=N1)N=CC2C)OC